C1([C@@H](O)[C@H](O)[C@H](O)[C@@H](O1)C)C(C(C)=O)(C1[C@@H](O)[C@H](O)[C@H](O)[C@@H](O1)C)C1[C@@H](O)[C@H](O)[C@H](O)[C@@H](O1)C TrifucosylacetoN